(ethane-2,1-diyl) dicarbonate C1(=O)OCCOC(O1)=O